3-benzyl-1-(trans-4-((5-cyano-4-(5,6-dihydro[1,2,4]triazolo-[4,3-a]pyrazine-7(8H)-yl)pyrimidin-2-yl)amino)-cyclohexyl)-1-(5-(1-methyl-1H-pyrazol-4-yl)pyridin-2-yl)urea C(C1=CC=CC=C1)NC(N(C1=NC=C(C=C1)C=1C=NN(C1)C)[C@@H]1CC[C@H](CC1)NC1=NC=C(C(=N1)N1CC=2N(CC1)C=NN2)C#N)=O